3-amino-2-hydroxy-4-hydroxyphenylbutanoyl-(S)-leucine NC=1C(=C(C=CC1O)CCCC(=O)N[C@@H](CC(C)C)C(=O)O)O